tert-Butyl 2-[1-[3,6-dimethyl-4-oxo-2-(1-tetrahydropyran-2-ylindazol-6-yl)chromen-8-yl]ethylamino]benzoate CC1=C(OC2=C(C=C(C=C2C1=O)C)C(C)NC1=C(C(=O)OC(C)(C)C)C=CC=C1)C1=CC=C2C=NN(C2=C1)C1OCCCC1